NC1=NC=C(C(=N1)NC1=CC(=C(C=C1)OC1=CC2=C(N(C=N2)C)C=C1)C)C#CC1N(CCC1)C(=O)[O-] 2-((2-amino-4-((3-methyl-4-((1-methyl-1H-benzimidazol-5-yl)oxy)phenyl)amino)pyrimidin-5-yl)ethynyl)pyrrolidine-1-carboxylate